2-(4-(4-(4-(2,6-Difluorobenzyl)-5-oxo-4,5-dihydro-1H-1,2,4-triazol-1-yl)phenoxy)pyridin-2-yl)-2,7-diazaspiro[3.5]nonane-7-carboxylic acid tert-butyl ester C(C)(C)(C)OC(=O)N1CCC2(CN(C2)C2=NC=CC(=C2)OC2=CC=C(C=C2)N2N=CN(C2=O)CC2=C(C=CC=C2F)F)CC1